N-((1R,2S)-2-Acrylamidocyclopentyl)-4-oxo-5-(5-phenoxypyrazin-2-yl)-4,5-dihydro-3H-1-thia-3,5,8-triazaacenaphthylene-2-carboxamide C(C=C)(=O)N[C@@H]1[C@@H](CCC1)NC(=O)C=1SC=2N=CC=C3N(C(NC1C23)=O)C2=NC=C(N=C2)OC2=CC=CC=C2